C(C)(=O)C=1C=CC(=C(C1)NC(CCl)=O)C(C)C N-(5-acetyl-2-isopropylphenyl)-2-chloroacetamide